2-methylisoquinolin CN1CC2=CC=CC=C2C=C1